N1C=NC2=C1C=CC(=C2)N2C(C(C2C=2C=NC(=CC2)Br)C2CC2)=O 1-(1H-benzo[d]imidazol-5-yl)-4-(6-bromopyridin-3-yl)-3-cyclopropylazetidin-2-one